C(CCC)C1=C(C(=C(C(=N1)O)C(=O)N1C[C@@H](CC1)C1=CC=CC=C1)O)N(C)C1=CC=C(C=C1)OC (S)-(6-butyl-2,4-dihydroxy-5-((4-methoxyphenyl)(methyl)amino)pyridin-3-yl)(3-phenylpyrrolidin-1-yl)methanone